O=C1N(C=CC(N1)=O)[C@H]1[C@@H]([C@@H]([C@H](S1)CO[P@](=O)(OC1=CC=CC=C1)N[C@@H](C)C(=O)OC(C)C)O)O Isopropyl ((S)-(((2R,3S,4R,5R)-5-(2,4-dioxo-3,4-dihydropyrimidin-1(2H)-yl)-3,4-dihydroxytetrahydrothiophen-2-yl)methoxy)(phenoxy)phosphoryl)-L-alaninate